CC1([C@@H]2CC[C@]3([C@H]([C@H](CC[C@@]13O)C)C2)C)C (1R,3R,6S,7S,8S)-2,2,6,8-tetramethyl-tricyclo[5.3.1.03,8]undecan-3-ol